3-((2-((S)-(1-ethyl-1H-pyrazole-5-carboxamido)((1r,4S)-4-methylcyclohexyl)methyl)imidazo[1,2-b]pyridazin-6-yl)methyl)-4-methyl-2-oxopiperidine-3-carboxylic acid C(C)N1N=CC=C1C(=O)N[C@H](C=1N=C2N(N=C(C=C2)CC2(C(NCCC2C)=O)C(=O)O)C1)C1CCC(CC1)C